1,7-diiododecane ICCCCCCC(CCC)I